(S)-methyl 2-((t-butoxycarbonyl) amino)-6-hydroxycaproate C(C)(C)(C)OC(=O)N[C@H](C(=O)OC)CCCCO